3-{4-amino-6-fluoropyrrolo[2,1-f][1,2,4]triazin-7-yl}-N-(3-hydroxy-3-phenylpropyl)benzamide NC1=NC=NN2C1=CC(=C2C=2C=C(C(=O)NCCC(C1=CC=CC=C1)O)C=CC2)F